2-styryl-4,6-bis(tribromomethyl)-1,3,5-triazine C(=CC1=CC=CC=C1)C1=NC(=NC(=N1)C(Br)(Br)Br)C(Br)(Br)Br